(Z)-1,3-hexadiene C=C\C=C/CC